NC(C)C=1C=C(C=C2C(C(=C(OC12)C1=CC=C(C=C1)OC)C)=O)C 8-(1-aminoethyl)-2-(4-methoxyphenyl)-3,6-dimethyl-4H-chromen-4-one